(methylsulfanyl)((oxan-4-yl)methoxy)methanethione CSC(=S)OCC1CCOCC1